CC(C[C@@H](C(=O)N1CCC(CC1)CC(=O)N1CCN(CC1)C)N1C([C@@H](N(CC1)S(=O)(=O)C1=C(C=CC=C1)[N+](=O)[O-])CC(C)C)=O)C (S)-1-[(S)-3-methyl-1-({4-[2-(4-methyl-1-piperazinyl)-2-oxoethyl]-1-piperidinyl}carbonyl)butyl]-3-isobutyl-4-(o-nitrophenylsulfonyl)-2-piperazinone